[Si](C)(C)(C(C)(C)C)OCC1=CC(=NC2=CC=C(C=C12)C(=O)N(CC=1N=NC(=CC1)C(F)(F)F)CC1CC1)NCC1=CC=C(C=C1)OC 4-(((tert-butyldimethylsilyl)oxy)methyl)-N-(cyclopropylmethyl)-2-((4-methoxybenzyl)amino)-N-((6-(trifluoromethyl)pyridazin-3-yl)methyl)quinoline-6-carboxamide